trans-3-{[(5-fluoropyridin-2-yl)oxy]methyl}-4-methyl-2-[2-methyl-5-(pyridin-2-yl)-1,3-thiazole-4-carbonyl]-2-azabicyclo[3.1.1]heptane FC=1C=CC(=NC1)OCC1N(C2CC(C1C)C2)C(=O)C=2N=C(SC2C2=NC=CC=C2)C